ClC1=CC=C(C(=N1)C#N)O[C@H](C)C=1C=C(C=C2C(C(=C(OC12)SCC)C)=O)C 6-chloro-3-[(1R)-1-(2-ethylsulfanyl-3,6-dimethyl-4-oxo-chromen-8-yl)ethoxy]pyridine-2-carbonitrile